FC=1C=C(C=CC1O)C=1OC2=C(N1)C=CC(=C2)O 2-(3-Fluoro-4-hydroxy-phenyl)-benzooxazol-6-ol